ClC=1C=C2C(=CC(=NC2=CC1)C(F)(F)F)N[C@@H]1C[C@@H](CCC1)NC(=O)C=1C=NN(C1S(N)(=O)=O)C N-[(1R,3S)-3-{[6-chloro-2-(trifluoromethyl)quinolin-4-yl]amino}cyclohexyl]-1-methyl-5-sulfamoyl-1H-pyrazole-4-carboxamide